N-[5-(2-Difluoromethyl-6-oxo-1-propyl-6,7-dihydro-1H-purin-8-yl)-pyridin-2-yl]-3-methoxy-N-methyl-benzamide FC(C=1N(C(C=2NC(=NC2N1)C=1C=CC(=NC1)N(C(C1=CC(=CC=C1)OC)=O)C)=O)CCC)F